6-({[2-Chloro-5-(3-hydroxy-3-methylbutyl)phenyl]carbonyl}amino)-N-(3-chloro-2-methylphenyl)-2-(methoxymethyl)-1H-benzoimidazole-4-carboxamide ClC1=C(C=C(C=C1)CCC(C)(C)O)C(=O)NC=1C=C(C2=C(NC(=N2)COC)C1)C(=O)NC1=C(C(=CC=C1)Cl)C